2-chloro-N-(4-((1-cyclopropyl-3-methyl-1H-pyrazol-4-yl)oxy)butan-2-yl)-5-(trifluoromethyl)pyrimidin-4-amine ClC1=NC=C(C(=N1)NC(C)CCOC=1C(=NN(C1)C1CC1)C)C(F)(F)F